BrC=1C=C(C=C)C=CC1 M-bromostyrene